(2S,3S,4R,5R)-5-(6-(benzylamino)-2-(4-methoxyphenyl)-9H-purin-9-yl)-3,4-dihydroxy-N-Methyltetrahydrofuran-2-carboxamide C(C1=CC=CC=C1)NC1=C2N=CN(C2=NC(=N1)C1=CC=C(C=C1)OC)[C@H]1[C@@H]([C@@H]([C@H](O1)C(=O)NC)O)O